5-chloro-3-(methoxymethoxy)-2-(tributylstannyl)pyridine ClC=1C=C(C(=NC1)[Sn](CCCC)(CCCC)CCCC)OCOC